1-(3-chloro-6-methoxy-1,5-naphthyridin-4-yl)ethanol ClC=1C=NC2=CC=C(N=C2C1C(C)O)OC